Z-Prolinol C1C[C@H](N(C1)C(=O)OCC2=CC=CC=C2)CO